2-[2-[2-[2-[2,3-bis[8-(1-octylnonoxy)-8-oxo-octoxy] propoxy] ethoxy]ethoxy] ethoxy]ethyl-1,4-dimethylpiperidine-4-carboxylate C(CCCCCCC)C(CCCCCCCC)OC(CCCCCCCOC(COCCOCCOCCOCCOC(=O)C1(CCN(CC1)C)C)COCCCCCCCC(OC(CCCCCCCC)CCCCCCCC)=O)=O